(S)-1-(2-ethylbutoxy)-1-oxopropane C(C)C(COC(CC)=O)CC